ClC1=CC2=C(N(CCO2)C=2N=C(N3C2CNCC3)C3CC3)C=C1C(F)F 7-chloro-4-{3-cyclopropyl-5H,6H,7H,8H-imidazo[1,5-a]pyrazin-1-yl}-6-(difluoromethyl)-2,3-dihydro-1,4-benzoxazine